C(#N)C=1C=CC(=NC1)N(CCNC(C1=C(C=CC(=C1)CC1=NNC(C2=CC=C(C=C12)C#CC)=O)F)=O)CC N-(2-((5-cyanopyridin-2-yl)(ethyl)amino)ethyl)-2-fluoro-5-((4-oxo-7-(prop-1-yn-1-yl)-3,4-dihydrophthalazin-1-yl)methyl)benzamide